1,4-dibromoisoquinoline-3-carbaldehyde BrC1=NC(=C(C2=CC=CC=C12)Br)C=O